4-Chloro-6,7-dimethyl-1,3-dihydro-pyrrolo[3,4-c]pyridine-2-carboxylic acid ethyl ester C(C)OC(=O)N1CC=2C(=NC(=C(C2C1)C)C)Cl